C(C)(C)(C)OC(=O)NCC=1C=CC(=C(C(=O)O)C1)NC(=O)C1=CC2=C(OCCC3=C2SC=C3)C=C1C=1C(=NC(=CC1)C(NCCC)=O)C(=O)OC 5-(((tert-butoxycarbonyl)amino)methyl)-2-(8-(2-(methoxycarbonyl)-6-(propylcarbamoyl)pyridin-3-yl)-4,5-dihydrobenzo[b]thieno[2,3-d]oxepine-9-carboxamido)benzoic acid